3-[4-[3,3-difluoro-4-(methylamino)-1-piperidinyl]phenyl]piperidine-2,6-dione FC1(CN(CCC1NC)C1=CC=C(C=C1)C1C(NC(CC1)=O)=O)F